4-((N,N-dimethylsulfamoyl)carbamoyl)-2-fluoro-3-methoxybenzoic acid CN(S(=O)(=O)NC(=O)C1=C(C(=C(C(=O)O)C=C1)F)OC)C